NC1=NC2=CC=C(C=C2C=C1C)C(=O)N(CC1=NC=C(C=C1)C(F)(F)F)[C@@H]1COCC[C@H]1OC 2-amino-N-((3R,4R)-4-methoxytetrahydro-2H-pyran-3-yl)-3-methyl-N-((5-(trifluoromethyl)pyridin-2-yl)methyl)quinoline-6-carboxamide